S1C(=NC2=C1C=CC=C2)SCCC[Si](OCC)(OCC)OCC 3-benzothiazolylthio-1-propyl-triethoxysilane